2-(2,6-dioxopiperidin-3-yl)-5-((3-(5-fluoro-1H-benzo[d]imidazol-1-yl)azetidin-1-yl)methyl)isoindoline O=C1NC(CCC1N1CC2=CC=C(C=C2C1)CN1CC(C1)N1C=NC2=C1C=CC(=C2)F)=O